CC1(C(C(CC1)=CC1=C(C=CC=C1)C=1N=CN(C1)C(C1=CC=CC=C1)(C1=CC=CC=C1)C1=CC=CC=C1)=O)C 2,2-dimethyl-5-(2-(1-trityl-1H-imidazol-4-yl)benzylidene)cyclopentan-1-on